ClC1=C(C=C(C=C1)C1=NN(C(=N1)C(C(=O)NCC1=CC(=NC(=C1)C)C)(F)F)CC)F 2-[3-(4-chloro-3-fluorophenyl)-1-ethyl-1H-1,2,4-triazol-5-yl]-N-[(2,6-dimethylpyridin-4-yl)methyl]-2,2-difluoroacetamide